O[C@@](C(=O)O)(CC)C (R,S)-2-hydroxy-2-methylbutyric acid